4-carbamoyl-4-(pyridin-4-ylmethyl)piperidine-1-carboxylic acid tert-butyl ester C(C)(C)(C)OC(=O)N1CCC(CC1)(CC1=CC=NC=C1)C(N)=O